C(C1=CC=CC=C1)C1=NN=C(S1)NS(=O)=O.[Na] sodium N-(5-benzyl-1,3,4-thiadiazol-2-yl)sulfonamide